BrC1=CC=C(CC2C(NCC2)C(=O)O)C=C1 3-(4-bromobenzyl)pyrrolidine-2-carboxylic acid